ClC1=C2C(=CN(C2=CC=C1)C1=CC=CC=C1)/C=C(/C(=O)OCC)\C#N Ethyl (E)-3-(4-chloro-1-phenyl-1H-indol-3-yl)-2-cyanoacrylate